2-(2,6-dioxopiperidin-3-yl)-5-((3-(4-(4-((5-(4-(methylsulfonyl)phenyl)-[1,2,4]triazolo[1,5-a]pyridin-2-yl)amino)phenyl)piperazin-1-yl)-3-oxopropyl)amino)isoindoline-1,3-dione O=C1NC(CCC1N1C(C2=CC=C(C=C2C1=O)NCCC(=O)N1CCN(CC1)C1=CC=C(C=C1)NC1=NN2C(C=CC=C2C2=CC=C(C=C2)S(=O)(=O)C)=N1)=O)=O